CC=1OC2=C(C1C(=O)O)C=C(C=C2)CCN2CCCCC2 2-methyl-5-(2-(piperidin-1-yl)ethyl)benzofuran-3-carboxylic acid